COC1=CC=C(CN(C2=CC=C(C(=N2)C2=C(C=C3C(=NC(=NC3=C2)F)N2CCN(CC2)C(=O)OC(C)(C)C)Cl)C(F)(F)F)CC2=CC=C(C=C2)OC)C=C1 tert-butyl 4-(7-(6-(bis(4-methoxybenzyl)amino)-3-(trifluoromethyl)pyridin-2-yl)-6-chloro-2-fluoroquinazolin-4-yl)piperazine-1-carboxylate